S(=O)(=O)(C1=CC=C(C)C=C1)OC[C@@H]1[C@H](C\C=C/C\C=C/CCCCCCCC)O1 (2R,3S,5Z,8Z)-1-tosyloxy-2,3-epoxy-5,8-heptadeca-diene